[Si](C)(C)(C(C)(C)C)C#CC1=CC(=C(C(=N1)C)C1=C(C2=C(N=CN=C2C)N1C)C1=CC(=C(C=C1)OC1=NC=CC(=N1)C)F)C 6-(6-((Tert-Butyldimethylsilyl)ethynyl)-2,4-dimethylpyridin-3-yl)-5-(3-fluoro-4-((4-methylpyrimidin-2-yl)oxy)phenyl)-4,7-dimethyl-7H-pyrrolo[2,3-d]pyrimidine